6-fluoro-5H-pyrazino[2,3-b]indole FC1=CC=CC=2C3=C(NC12)N=CC=N3